C1(CC1)NCC1CN(CC1)C=1N=NC(=CN1)C1=C(C=C(C=C1)C=1C=NNC1)O 2-(3-{3-[(cyclopropylamino)methyl]pyrrolidin-1-yl}-1,2,4-triazin-6-yl)-5-(1H-pyrazol-4-yl)phenol